CC=1C=C(C=C(C1N1CCN(CC1)C)C)C1=CC=2C(N=CCC2)=N1 2-(3,5-dimethyl-4-(4-methylpiperazin-1-yl)phenyl)-5H-pyrrolo[2,3-b]pyridine